tert-butylperoxy (3,3,5-trimethylhexanoate) CC(CC(=O)OOOC(C)(C)C)(CC(C)C)C